FC1=C(NC=2C3=C(N=CN2)SC(=N3)N3C=C(C2=CC=CC=C32)C(=O)O)C(=CC=C1NS(=O)(=O)C1=C(C(=CC=C1)F)C)F 1-[7-[2,6-difluoro-3-[(3-fluoro-2-methyl-phenyl)sulfonylamino]anilino]thiazolo[5,4-d]pyrimidin-2-yl]indole-3-carboxylic acid